C1(CCCCC1)NC1=C(C=C(C=C1)S(=O)(=O)NC)C1=NC=CC(=C1)NC 4-(cyclohexylamino)-N-methyl-3-[4-(methylamino)-2-pyridinyl]benzenesulfonamide